1-eicosanoyl-2-hexadecanoyl-glycero-3-phosphoserine C(CCCCCCCCCCCCCCCCCCC)(=O)OCC(OC(CCCCCCCCCCCCCCC)=O)COP(=O)(O)OC[C@H](N)C(=O)O